Cl.ClC=1C(=C(C=CC1Cl)NC1=NC=NC2=CC=C(C=C12)C1CNCCC1)F N-(3,4-dichloro-2-fluorophenyl)-6-(piperidin-3-yl)quinazolin-4-amine hydrochloride